2'-(ethane-1,2-diylbis(5-carbamoyl-7-fluoro-4-methoxy-1H-benzo[d]imidazol-1,2-diyl))bis(3,5-difluorobenzoic acid) C(CN1C(=NC2=C1C(=CC(=C2OC)C(N)=O)F)C2=C(C(=O)O)C=C(C=C2F)F)N2C(=NC1=C2C(=CC(=C1OC)C(N)=O)F)C1=C(C(=O)O)C=C(C=C1F)F